C(C)(C)(C)OC(N[C@H](CO)CN1N=C(N=N1)C1=CC=C(C=C1)O)=O (S)-(1-hydroxy-3-(5-(4-hydroxyphenyl)-2H-tetrazol-2-yl)propan-2-yl)carbamic acid tert-butyl ester